BrC1=C(C=O)C(=C(C=C1F)F)F 2-bromo-3,5,6-trifluorobenzaldehyde